FC(OC=1C(=NC=CC1)C1=CC=C(C=C1)C1=CNC2=NC=C(C=C21)C=2C=CC1=C(CC[C@H](CC1)N1C3COCC1C3)C2)(F)F 6-[(7S)-2-(3-{4-[3-(Trifluoromethoxy)pyridin-2-yl]phenyl}-1H-pyrrolo[2,3-b]pyridin-5-yl)-6,7,8,9-tetrahydro-5H-benzo[7]annulen-7-yl]-3-oxa-6-azabicyclo[3.1.1]heptane